N-{(6R,7aR)-2-[6-bromo-4-(2,6-difluorophenyl)-1,2-benzoxazol-3-yl]-7,7-difluoro-3-oxohexahydro-1H-pyrrolo[1,2-c]imidazol-6-yl}ethanesulfonamide BrC1=CC2=C(C(=NO2)N2C(N3[C@H](C2)C([C@@H](C3)NS(=O)(=O)CC)(F)F)=O)C(=C1)C1=C(C=CC=C1F)F